(R)-2-amino-3-(tert-butoxy)-N-(3,4-dichlorobenzyl)propanamide N[C@@H](C(=O)NCC1=CC(=C(C=C1)Cl)Cl)COC(C)(C)C